tert-butyl N-[(3S)-8-[[(1-ethyl-5,5-difluoro-piperidine-3-carbonyl)amino]carbamoyl]-5,5,7-trifluoro-2-oxo-1-[[4-(trifluoromethoxy)phenyl]methyl]-3,4-dihydro-1-benzazepin-3-yl]carbamate C(C)N1CC(CC(C1)(F)F)C(=O)NNC(=O)C1=CC2=C(C(C[C@@H](C(N2CC2=CC=C(C=C2)OC(F)(F)F)=O)NC(OC(C)(C)C)=O)(F)F)C=C1F